2-bromo-6-((4-chloro-2-fluorophenyl)(hydroxy)methyl)phenol BrC1=C(C(=CC=C1)C(O)C1=C(C=C(C=C1)Cl)F)O